FC=1C=C2C(N(C(=NC2=CC1)NC=1C=NC=CC1)C1=CC=C(C=C1)C)=O 6-fluoro-2-(pyridin-3-ylamino)-3-(p-tolyl)quinazolin-4(3H)-one